C(N)(=O)C1(SOCC1)NC(=O)C=1N(N=C2C=CC(=CC12)OCC=1C=NC(=CC1)C)C N-(3-carbamoyl-oxathiolan-3-yl)-2-methyl-5-[(6-methylpyridin-3-yl)methoxy]-2H-indazole-3-carboxamide